FC1=C(C=C(C=C1)CN)C (4-fluoro-3-methylphenyl)methanamine